NC1CCC=2C=3C1=C1C(=NC3C=C(C2Cl)F)C2=CC3=C(C(N2C1)=O)COC([C@]3(O)CC)=O (9S)-1-amino-4-chloro-9-ethyl-5-fluoro-9-hydroxy-1,2,3,9,12,15-hexahydro-10h,13h-benzo[de]pyrano[3',4':6,7]indolizino[1,2-b]quinoline-10,13-dione